4-[(4-fluorophenyl)methyl]-7-nitro-6-(trifluoromethyl)-2,3-dihydro-1,4-benzoxazine FC1=CC=C(C=C1)CN1CCOC2=C1C=C(C(=C2)[N+](=O)[O-])C(F)(F)F